ClC1=CC2=C(N(C(N=C2N2C[C@H](N(C[C@@H]2C)C(=O)OC(C)(C)C)C)=O)C=2C(=NC=CC2C)C(C)C)N=C1N1CCCCC1 tert-butyl (2R,5S)-4-(6-chloro-1-(2-isopropyl-4-methylpyridin-3-yl)-2-oxo-7-(piperidin-1-yl)-1,2-dihydropyrido[2,3-d]pyrimidin-4-yl)-2,5-dimethylpiperazine-1-carboxylate